C1(CCCCC1)C=1NC2=CC=C(C=C2C1C=O)[N+](=O)[O-] 2-CYCLOHEXYL-5-NITRO-1H-INDOLE-3-CARBOXALDEHYDE